N-(2-hydroxyethyl)-1H-indole-2-carboxamide OCCNC(=O)C=1NC2=CC=CC=C2C1